1-dimethylamino-2-methyl-2-butoxynickel CN(CC(CC)(O[Ni])C)C